S(=O)(=O)(C1=CC=C(C)C=C1)OCCO[C@H]([C@H](C)OCCOCC(=O)O)C 2-(2-((2S,3S)-3-(2-(tosyloxy)ethoxy)but-2-yloxy)ethoxy)acetic acid